N1=CC=C(C=C1)C=1C=NN2C1C=C(C=C2)C(=O)NC2=CC=C(C=C2)C 3-(pyridin-4-yl)-N-(p-tolyl)pyrazolo[1,5-a]pyridine-5-carboxamide